NC1=C(C(N(C=N1)CC1=NC(=NO1)C[C@H](O)C1=CC=C(C=C1)Cl)=O)C (S)-6-amino-3-((3-(2-(4-chlorophenyl)-2-hydroxyethyl)-1,2,4-oxadiazol-5-yl)methyl)-5-methylpyrimidin-4(3H)-one